(4-methoxyphenyl)(1-methyl-1H-imidazol-4-yl)methanol COC1=CC=C(C=C1)C(O)C=1N=CN(C1)C